FC1=C(C=C2CCC(C2=C1)O)[N+](=O)[O-] 6-Fluoro-5-nitro-2,3-dihydro-1H-inden-1-ol